O(C1=CC=CC=C1)C1=CC=C(C=C1)C1=NN2C(NC3=C(CC2)C=C(C=C3)N3CCNCC3)=C1C(=O)N 2-(4-phenoxyphenyl)-7-(piperazin-1-yl)-9,10-dihydro-4H-benzo[d]pyrazolo[1,5-a][1,3]diazepine-3-carboxamide